2,2'-bis(diphenylphosphino)-1,1'-bi-naphthyl C1(=CC=CC=C1)P(C1=C(C2=CC=CC=C2C=C1)C1=C(C=CC2=CC=CC=C12)P(C1=CC=CC=C1)C1=CC=CC=C1)C1=CC=CC=C1